(S)-2-((6-fluoro-2-methylpyridin-3-yl)oxy)-N,4-dimethyl-N-(3-(S-methylsulfonimidoyl)phenyl)-5-(trifluoromethyl)nicotinamide FC1=CC=C(C(=N1)C)OC1=C(C(=O)N(C2=CC(=CC=C2)[S@](=O)(=N)C)C)C(=C(C=N1)C(F)(F)F)C